COC(CCCN(C)C1=C(C=C(C=C1F)C=1C(=NC=CC1)F)F)=O 4-{[2,6-difluoro-4-(2-fluoro-pyridin-3-yl)-phenyl]-methyl-amino}-butyric acid methyl ester